N-methyl-3-(piperazin-1-yl)-N-(5-(trifluoromethyl)pyridin-2-yl)pyrazin-2-amine CN(C1=NC=CN=C1N1CCNCC1)C1=NC=C(C=C1)C(F)(F)F